CC(CC(C)C)OC1CCCCC1 cyclohexyl 1,3-dimethyl-butyl ether